OC1=CC=C(C=C1)C1=CC=C(C=C1)C(F)(F)F 4-hydroxy-4'-trifluoromethyl-[1,1'-biphenyl]